CC1=NC2=C(C(O1)=O)C=CC=C2 2-methyl-3,1-benzoxazine-4-one